FC1(CCN(CC1)C1=NC=CC(=C1)N)F 2-(4,4-difluoropiperidin-1-yl)pyridin-4-amine